C1=CC(=C(C=C1Cl)F)F 3,4-difluorochlorobenzene